N-[3-(1-cyclobutyl-5-methyl-6-oxopyridin-3-yl)-4-(2,4-difluorophenoxy)phenyl]methanesulfonamide C1(CCC1)N1C=C(C=C(C1=O)C)C=1C=C(C=CC1OC1=C(C=C(C=C1)F)F)NS(=O)(=O)C